C(CCCCCCC)OP(OCCCCCCCC)=O dioctyl-phosphonic acid